tert-butyl 3-(5-(2-bromoacetyl)thiophen-2-yl)-3-hydroxypyrrolidine-1-carboxylate BrCC(=O)C1=CC=C(S1)C1(CN(CC1)C(=O)OC(C)(C)C)O